C1(=CC=C(C=C1)C1=CN=C(N1)C=O)C 5-(p-tolyl)-1H-imidazole-2-carbaldehyde